(2-fluoro-4-methylphenyl)-4-methylpentan-2-yl N-({3-[(isobutyryloxy)methoxy]-4-methoxypyridin-2-yl}carbonyl)-L-alaninate C(C(C)C)(=O)OCOC=1C(=NC=CC1OC)C(=O)N[C@@H](C)C(=O)OC(CC1=C(C=C(C=C1)C)F)CC(C)C